C(C)(C)(C)OC(=O)N1C[C@H](CC1)OC1=CC=C(C=C1)C=1C=C2C(N(CC2=C(C1)F)C(C(=O)OCC)C1=C2N(C=N1)CCC2)=O (3S)-3-(4-(2-(1-(6,7-dihydro-5H-pyrrolo[1,2-c]imidazol-1-yl)-2-ethoxy-2-oxo-ethyl)-7-fluoro-3-oxo-isoindolin-5-yl)phenoxy)pyrrolidine-1-carboxylic acid tert-butyl ester